CC1=NN=C(S1)C=1C=C2C=C(N=CC2=CC1)NC(=O)C1CCN(CC1)C1COC1 N-(6-(5-methyl-1,3,4-thiadiazol-2-yl)isoquinolin-3-yl)-1-(oxetan-3-yl)piperidine-4-carboxamide